4-fluoro-6-methoxy-2-(3-(methoxymethyl)-6-methylbenzo[e][1,2,4]triazin-8-yl)benzo[d]thiazole FC1=CC(=CC2=C1N=C(S2)C2=CC(=CC=1N=C(N=NC12)COC)C)OC